N-({4-amino-1H,3H-furo[3,4-c]quinolin-7-yl}methyl)-2-cyclopropyl-N-(3-oxo-2,3-dihydro-1H-isoindol-4-yl)pyrimidine-5-carboxamide NC1=NC=2C=C(C=CC2C2=C1COC2)CN(C(=O)C=2C=NC(=NC2)C2CC2)C2=C1C(NCC1=CC=C2)=O